3-sulfopropylacrylate potassium salt [K+].S(=O)(=O)([O-])CCCOC(C=C)=O